BrC1=NC=CC=C1C=1NC=CN1 2-Bromo-3-(1H-imidazol-2-yl)pyridine